CC1(OC(OC1(C)C)C=1C=NN(C1)CCO)C 2-(4-(4,4,5,5-tetramethyl-1,3-dioxolan-2-yl)-1H-pyrazol-1-yl)ethan-1-ol